4-methylbenzyl 4-methylthiobenzoate CC1=CC=C(C(=S)OCC2=CC=C(C=C2)C)C=C1